12-methyltetradecanoyl-13-methyltetradecanoyl-sn-glycero-3-phosphoethanolamine CC(CCCCCCCCCCC(=O)C(OP(OC[C@@H](CO)O)(=O)O)(CN)C(CCCCCCCCCCCC(C)C)=O)CC